C(CCCCCCC\C=C/CCCCCCCC)(=O)OCC(COC(CCCCCCCCCCCCCCC)=O)OC(N(C)C1CN(C1)CCO)=O 2-(((1-(2-hydroxyethyl)azetidin-3-yl)(methyl)carbamoyl)oxy)-3-(palmitoyloxy)-propyl oleate